calcium-aluminum calcium-zinc-aluminum [Al].[Zn].[Ca].[Al].[Ca]